4-amino-5-(7-cyclopropyl-1,5,6,7,8,9-hexahydroimidazo[4',5':4,5]benzo[1,2-d]azepin-2-yl)-1-methyl-1,7-dihydro-6H-pyrazolo[3,4-b]pyridin-6-one NC=1C2=C(NC(C1C=1NC=3C(=CC4=C(CCN(CC4)C4CC4)C3)N1)=O)N(N=C2)C